N,N-Dimethyl-3-((4-((2-methyl-4-phenylthiazol-5-yl)oxy)pyridin-2-yl)amino)benzamide CN(C(C1=CC(=CC=C1)NC1=NC=CC(=C1)OC1=C(N=C(S1)C)C1=CC=CC=C1)=O)C